(R)-(+)-tetrahydrofurfuryl-amine C([C@H]1CCCO1)N